ClC=1C=CC2=C(C(C[C@@H](O2)C(=O)NC23CC(C2)(C3)N3N=CC(=C3)N3CC(C3)OC(F)(F)F)=O)C1 (2R)-6-chloro-4-oxo-N-(3-{4-[3-(trifluoromethoxy)azetidin-1-yl]-1H-pyrazol-1-yl}bicyclo[1.1.1]pentan-1-yl)-3,4-dihydro-2H-1-benzopyran-2-carboxamide